BrC1=CC=C(C=C1)SN1C(C=C(C(=C1CCCC)C1=C(C=CC=C1OC)OC)O)=O ((4-bromophenyl)thio)-6-butyl-5-(2,6-dimethoxyphenyl)-4-hydroxypyridin-2(1H)-one